FC1(C(C1)C=1C=C(C=CC1)[C@@H](C)NC1=NC(=NC2=CC3=C(C=C12)OCCOCCO3)C)F N-((1R)-1-(3-(2,2-difluorocyclopropyl)phenyl)ethyl)-2-methyl-7,8,10,11-tetrahydro-[1,4,7]trioxonino[2,3-g]quinazolin-4-amine